ClC1=C(C(=CC(=C1)I)C(F)(F)F)F 1-chloro-2-fluoro-5-iodo-3-(trifluoromethyl)benzene